3-{[1-(4-chloro-3-fluorophenyl)-3-ethyl-1H-1,2,4-triazol-5-yl]methyl}-1-{[1-(quinolin-7-yl)-1H-1,2,4-triazol-5-yl]methyl}urea ClC1=C(C=C(C=C1)N1N=C(N=C1CNC(NCC1=NC=NN1C1=CC=C2C=CC=NC2=C1)=O)CC)F